3-chloro-2-(((2R)-4-cyclobutylpyrrolidin-2-yl)methoxy)pyridine ClC=1C(=NC=CC1)OC[C@@H]1NCC(C1)C1CCC1